5-(2-(ethyl-(isopropyl)carbamoyl)-2,7-diazaspiro[3.5]non-7-yl)-N-methyl-7-(trifluoromethyl)thieno[3,2-b]pyridine-3-carboxamide C(C)N(C(=O)N1CC2(C1)CCN(CC2)C2=CC(=C1C(=N2)C(=CS1)C(=O)NC)C(F)(F)F)C(C)C